(6-Ethylpyridin-3-yl)-6-methoxy-N-[(3S)-9-fluoro-2-oxo-5-phenyl-1,3-dihydro-1,4-benzodiazepine-3-Yl]imidazo[1,2-b]pyridazine-3-carboxamide C(C)C1=CC=C(C=N1)C=1N=C2N(N=C(C=C2)OC)C1C(=O)N[C@@H]1C(NC2=C(C(=N1)C1=CC=CC=C1)C=CC=C2F)=O